2-({2-[4-(Oxiran-2-ylmethoxy)benzyl]phenoxy}methyl)oxiran O1C(C1)COC1=CC=C(CC2=C(OCC3OC3)C=CC=C2)C=C1